FC1(CC(C1)C(C(=O)O)O)F 2-(3,3-difluorocyclobutyl)-2-hydroxyacetic acid